(S)-N-(8,9-difluoro-6-oxo-1,4,5,6-tetrahydro-2H-pyrano[3,4-c]isoquinolin-1-yl)-N-methyl-3-phenoxybenzamide FC=1C(=CC=2C3=C(NC(C2C1)=O)COC[C@H]3N(C(C3=CC(=CC=C3)OC3=CC=CC=C3)=O)C)F